O=C1NC(CC[C@@H]1N1C(C2=CC=CC(=C2C1)OCC1=CC=C(C=C1)[CH2+])=O)=O (4-(((2-((S)-2,6-dioxopiperidin-3-yl)-1-oxoisoindolin-4-yl)oxy)methyl)phenyl)methylium